1-[2-[4-(7-bromo-2-oxo-4,5-dihydro-1H-1,3-benzodiazepin-3-yl)-1-piperidyl]-2-oxo-ethyl]-5-(2-chloro-3-fluoro-phenyl)-3-isopropyl-pyrimidine-2,4-dione BrC=1C=CC2=C(CCN(C(N2)=O)C2CCN(CC2)C(CN2C(N(C(C(=C2)C2=C(C(=CC=C2)F)Cl)=O)C(C)C)=O)=O)C1